3-methyl-5-(2-methyl-4-(8-methyl-6-(trifluoromethyl)quinazolin-2-yl)phenyl)-6,7-dihydropyrazolo[1,5-a]pyrazin-4(5H)-one CC=1C=NN2C1C(N(CC2)C2=C(C=C(C=C2)C2=NC1=C(C=C(C=C1C=N2)C(F)(F)F)C)C)=O